N'-acetyl-4-amino-N-[(2-chloro-4-cyano-phenyl)methyl]-N',1-dimethyl-pyrazolo[4,3-c]quinoline-8-carbohydrazide C(C)(=O)N(N(C(=O)C1=CC=2C3=C(C(=NC2C=C1)N)C=NN3C)CC3=C(C=C(C=C3)C#N)Cl)C